trans-tert-Butyl 2-(2-chloro-5-(2,2-dichloro-3-(3,5-dichlorophenyl)cyclopropane-1-carboxamido)benzoyl)-1-methylhydrazine-1-carboxylate ClC1=C(C(=O)NN(C(=O)OC(C)(C)C)C)C=C(C=C1)NC(=O)[C@@H]1C([C@H]1C1=CC(=CC(=C1)Cl)Cl)(Cl)Cl